5-(2-(isoquinolin-7-yloxy)ethyl)-1H-indol C1=NC=CC2=CC=C(C=C12)OCCC=1C=C2C=CNC2=CC1